C1(CCCCC1)CNC(=O)C=1C=C(C=NC1OC)C1=CC=C2C(=NNC2=C1)C(=O)NC 6-{5-[(cyclohexylmethyl)carbamoyl]-6-methoxypyridin-3-yl}-N-methyl-1H-indazole-3-carboxamide